FC1=C(C=C(C=C1)F)NC(=O)N1CCSCC1 N-(2,5-difluorophenyl)thiomorpholin-4-carboxamide